tert-butyl (2R,3S,4S)-4-[(tert-butoxycarbonyl)oxy]-3-({[2-(3-hydroxy-3-methylazetidin-1-yl)ethyl]carbamoyl}oxy)-2-[(4-methoxyphenyl)methyl]pyrrolidine-1-carboxylate C(C)(C)(C)OC(=O)O[C@@H]1[C@H]([C@H](N(C1)C(=O)OC(C)(C)C)CC1=CC=C(C=C1)OC)OC(NCCN1CC(C1)(C)O)=O